4-((7R,12S,15S,E)-7-(tert-butoxycarbonyl)-15-(tert-butyl)-12-isopropyl-2,2,10,13,19-pentamethyl-18-(methylamino)-4,9,14,17-tetraoxo-3-oxa-8,13,16-triazaicos-10-en-19-yl)benzoic acid C(C)(C)(C)OC(=O)[C@@H](CCC(OC(C)(C)C)=O)NC(\C(=C\[C@@H](N(C([C@@H](NC(C(C(C)(C)C1=CC=C(C(=O)O)C=C1)NC)=O)C(C)(C)C)=O)C)C(C)C)\C)=O